N-[(p-{2-[2-(dimethylamino)-2-phenylpropionylamino]ethyl}phenyl)methyl]-3-amino-2-pyrazinecarboxamide CN(C(C(=O)NCCC1=CC=C(C=C1)CNC(=O)C1=NC=CN=C1N)(C)C1=CC=CC=C1)C